CC=1OC2=C(N1)C=CC(=C2)NC2=NC=NC(=N2)N2CCNCC2 2-methyl-N-(4-(piperazin-1-yl)-1,3,5-triazin-2-yl)-benzo[d]oxazol-6-amine